C(#N)C1=C(C=NC=C1)C(C(=O)NC1CCC(CC1)(F)F)N(C(=O)[C@@H]1NC[C@@H](C1)OC)C1=CC=C(C=C1)S(F)(F)(F)(F)F (2R,4R)-N-[1-(4-cyano-3-pyridyl)-2-[(4,4-difluorocyclohexyl)amino]-2-oxo-ethyl]-4-methoxy-N-[4-(pentafluoro-λ6-sulfanyl)phenyl]pyrrolidine-2-carboxamide